tert-butyl (26-((4,6-dimethoxy-5-(5-((3,3,6-trimethyl-2,3-dihydro-1H-inden-5-yl)oxy)furan-2-carboxamido)pyrimidin-2-yl)oxy)-3,6,9,12,15,18,21,24-octaoxahexacosyl)carbamate COC1=NC(=NC(=C1NC(=O)C=1OC(=CC1)OC=1C=C2C(CCC2=CC1C)(C)C)OC)OCCOCCOCCOCCOCCOCCOCCOCCOCCNC(OC(C)(C)C)=O